ClC1=C(C(=CC=C1)F)B(C1=C(C(=CC(=C1F)F)F)F)C1=C(C(=CC(=C1F)F)F)F (2-chloro-6-fluorophenyl)bis(2,3,5,6-tetrafluoro-phenyl)borane